2-(tert-butoxycarbonylamino)-4-[(2-tert-butoxy-2-oxo-ethyl)-[4-(5,6,7,8-tetrahydro-1,8-naphthyridin-2-yl)butyl]amino]butanoic acid C(C)(C)(C)OC(=O)NC(C(=O)O)CCN(CCCCC1=NC=2NCCCC2C=C1)CC(=O)OC(C)(C)C